ClC1=C(C(=C2N1CCN(C2)C(=O)NCC(CO)(C)C)C(=O)N)C2=CC(=CC=C2)C(F)(F)F 6-chloro-N2-(3-hydroxy-2,2-dimethylpropyl)-7-(3-trifluoromethyl-phenyl)-3,4-dihydropyrrolo[1,2-a]pyrazine-2,8(1H)-dicarboxamide